OC=1C=C2C(C=C(OC2=C(C1)O)CCC1=CC=C(C=C1)OC)=O 6,8-dihydroxy-2-[2-(4-methoxyphenyl)ethyl]chromone